N,N-dimethyl-3-aminophenol CN(C=1C=C(C=CC1)O)C